COC=1C=CC2=C(C(OC3=C2C=CC(=C3)OCCCCN3CCC(CC3)C)=O)C1 8-methoxy-3-(4-(4-methylpiperidin-1-yl)butoxy)-6H-benzo[c]benzopyran-6-one